DiAminoPhenyl-Indol NC1=C2C(=C(NC2=CC=C1)C1=CC=CC=C1)N